CC(COC(C=C)=O)O 2-methyl-2-hydroxyethyl-acrylate